C(#N)C=1C(=NC2=CC(=C(C=C2C1NC1=CC=C(C=C1)OC)NC(\C=C\CN(C)C)=O)OCC)C (E)-N-(3-cyano-7-ethoxy-4-((4-methoxyphenyl)amino)-2-methylquinolin-6-yl)-4-(dimethylamino)but-2-enamide